[K].S1NC(C2=C1C=CC=C2)=O 1,2-benzothiazol-3-one potassium salt